4-phenyl-2-(2-pyridyl)phenol lithium [Li].C1(=CC=CC=C1)C1=CC(=C(C=C1)O)C1=NC=CC=C1